3-methyl-5-(N-(2-fluoro-5-methylphenylethyl)sulfamoyl)benzofuran-2-carboxylic acid ethyl ester C(C)OC(=O)C=1OC2=C(C1C)C=C(C=C2)S(NCCC2=C(C=CC(=C2)C)F)(=O)=O